OC[C@H](C1=CC=CC=C1)NC1=NC(=NC=C1C=1OC(=NN1)C1=NC=CC=C1)NC1=CC=C2C(=N1)C(NC2=O)C 2-((4-(((S)-2-hydroxy-1-phenylethyl)amino)-5-(5-(pyridin-2-yl)-1,3,4-oxadiazol-2-yl)pyrimidin-2-yl)amino)-7-methyl-6,7-dihydro-5H-pyrrolo[3,4-b]pyridin-5-one